Cl.[N+](=O)([O-])C=1C=C(C=C(C1)C(F)(F)F)[C@@H](C)N |r| (R/S)-1-(3-nitro-5-(trifluoromethyl)phenyl)ethane-1-amine hydrochloride